O=C1N(C2=CC=CC=C2C(N1CCC1=CC=CC=C1)=O)CC1=CC=C(C(=O)NO)C=C1 4-((2,4-dioxo-3-phenethyl-3,4-dihydroquinazolin-1(2H)-yl)methyl)-N-hydroxybenzoamide